1-Butyl-3-methylimidazole melamine salt N1=C(N)N=C(N)N=C1N.C(CCC)N1CN(C=C1)C